C(\C=C\C(=O)O)(=O)O.C(\C=C\C(=O)O)(=O)O.C(C)OC1=C(CN2C[C@@H](CC2)CN)C=C(C=C1)C(F)(F)F (S)-(1-(2-ethoxy-5-(trifluoromethyl)benzyl)pyrrolidin-3-yl)methanamine difumarate